COC1=CC=CC=C1C1=NC=C(C=N1)C 2-methoxy-3-(5-methylpyrimidin-2-yl)benzene